(4-methoxyphenyl)-2,3-diphenyl-5-(pyridin-3-ylamino)pyrazolo[1,5-a]Pyrimidin-7(4H)-one COC1=CC=C(C=C1)N1C=2N(C(C=C1NC=1C=NC=CC1)=O)N=C(C2C2=CC=CC=C2)C2=CC=CC=C2